(1R,2S,5R)-1-amino-2-(((S)-2-amino-3-hydroxypropanamido)methyl)-5-(2-boronoethyl)cyclohexane-1-carboxylic acid N[C@]1([C@@H](CC[C@H](C1)CCB(O)O)CNC([C@H](CO)N)=O)C(=O)O